(3-(2-((1-Methyl-1H-pyrazol-4-yl)amino)pyrimidin-4-yl)-8-azabicyclo[3.2.1]oct-2-en-8-yl)(5-(trifluoromethyl)pyridin-2-yl)methanone CN1N=CC(=C1)NC1=NC=CC(=N1)C1=CC2CCC(C1)N2C(=O)C2=NC=C(C=C2)C(F)(F)F